2-Cyano-N-propyl-3-[1-(3-dimethylaminopropyl)-1H-indol-3-yl]acrylamide C(#N)C(C(=O)NCCC)=CC1=CN(C2=CC=CC=C12)CCCN(C)C